C(=O)(O)CN1CCN(CCN(CCN(CC1)CC1=CC=C(C=C1)OCC)CC(=O)O)[C@H](C(=O)O)CCC(=O)O (S)-2-(4,10-bis(carboxymethyl)-7-(4-ethoxybenzyl)-1,4,7,10-tetraazacyclododecan-1-yl)glutaric acid